BrC(C=C)(C=C)C 3-bromo-3-methyl-1,4-pentadiene